N[C@H]1[C@@H](CCCC1)NC=1C=C2CN(C(C2=CC1)=O)C1C(NC(CC1)=O)=O 3-(5-(((1R,2R)-2-aminocyclohexyl)amino)-1-oxoisoindolin-2-yl)piperidine-2,6-dione